N-(2-(4,4-difluorocyclohexyl)-4-(2,5-difluorophenyl)pyridin-3-yl)-2-(3-methyloxetan-3-yl)acetamide FC1(CCC(CC1)C1=NC=CC(=C1NC(CC1(COC1)C)=O)C1=C(C=CC(=C1)F)F)F